(1S)-1-(2-pyridinyl)ethanol N1=C(C=CC=C1)[C@H](C)O